C(CCCCC)C(C(=O)OCCCCCC(=O)O[C@H](C(=O)OCCN(C)C)CC(=O)OCCCCOC(C(CCCCCCCC)CCCCCC)=O)CCCCCCCC 1-(2-(Dimethylamino)ethyl) 4-(4-((2-hexyldecanoyl)oxy)butyl) (2S)-2-((6-((2-hexyldecanoyl)oxy)hexanoyl)oxy)succinate